C(C)(=O)N[C@H]1[C@@H](O[C@@H]([C@@H]([C@@H]1O)O)CO)O[C@H]1[C@@H](O[C@H]([C@@H]([C@H]1O)O)C)O[C@H]1[C@@H](O[C@H]([C@@H]([C@H]1O)O)C)O[C@@H]1[C@@H]([C@H]([C@H](OCCC)O[C@@H]1C(=O)O)O)O Propyl 2-acetamido-2-deoxy-β-D-galactopyranosyl-(1→2)-α-L-rhamnopyranosyl-(1→2)-α-L-rhamnopyranosyl-(1→4)-β-D-galactopyranosiduronic acid